COC(C)(C)C1CN(CCO1)C1CNC(CC1)[N+](=O)[O-] 2-(2-methoxyprop-2-yl)-4-(6-nitropiperidin-3-yl)morpholine